3-(2-methoxyphenyl)but-3-enoic acid ethyl ester C(C)OC(CC(=C)C1=C(C=CC=C1)OC)=O